C1=CC=C(C=C1)COC(=O)N[C@@H](CCO)CO (S)-2-Cbz-aminobutane-1,4-diol